C(C)C1=C(NC2=CC=C(C=C12)OCCN1CCCC1)C1=CC(=NC=C1)C 3-Ethyl-2-(2-methylpyridin-4-yl)-5-(2-(pyrrolidin-1-yl)ethoxy)-1H-indol